COC(C(C)(C)C1=CC(=CC=C1)CCCBr)=O 2-(3-(3-bromopropyl)phenyl)-2-methylpropanoic acid methyl ester